N-[3-(6-methyl-7-oxo-1H-pyrrolo[2,3-c]pyridin-4-yl)-4-[3-[2-(4-piperidyloxy)ethoxy]phenoxy]phenyl]cyclopropanesulfonamide CN1C(C2=C(C(=C1)C=1C=C(C=CC1OC1=CC(=CC=C1)OCCOC1CCNCC1)NS(=O)(=O)C1CC1)C=CN2)=O